BrC1=C(C=CC(=C1)C(F)(F)F)[N+](=O)[O-] 2-bromo-1-nitro-4-(trifluoromethyl)benzene